5-fluoro-2-(methylsulfonyl)-benzo[d]thiazol-6-amide FC=1C(=CC2=C(N=C(S2)S(=O)(=O)C)C1)C(=O)N